6-(2-(diethylamino)ethoxy)nicotinamide C(C)N(CCOC1=NC=C(C(=O)N)C=C1)CC